C(CCC)N(C1=NC(=NC(=N1)N(C1CC(N(C(C1)(C)C)C)(C)C)CCCC)N)C1CC(N(C(C1)(C)C)C)(C)C (E)-N,N'-dibutyl-N,N'-di(1,2,2,6,6-pentamethyl-4-piperidyl)-1,3,5-triazine-2,4,6-triamine